C1(CC1)C=1C=CC=2N(C1)C=C(N2)COC2=CC(=NC(=N2)C=2N=NNN2)NCC2=C(C=C(C=C2C)[N+]#[C-])C 6-((6-cyclopropylimidazo[1,2-a]pyridin-2-yl)methoxy)-N-(4-isocyano-2,6-dimethylbenzyl)-2-(2H-tetrazol-5-yl)pyrimidin-4-amine